FC=1C=C2C(=NC(=NC2=CC1)C(F)(F)F)N1CC=2C=C(C=NC2CC1)C1=CN=C(S1)C 5-[6-[6-fluoro-2-(trifluoromethyl)quinazolin-4-yl]-7,8-dihydro-5H-1,6-naphthyridin-3-yl]-2-methyl-thiazole